ClC=1C(=NC(=C(C1)F)N1C(N(C(=CC1=O)C(C)(F)F)C)=O)OC1=C(OCC(=O)OCC)C=CC=C1 ethyl [2-({3-chloro-5-fluoro-6-[3-methyl-2,6-dioxo-4-(1,1-difluoroethyl)-3,6-dihydropyrimidin-1(2H)-yl]pyridin-2-yl}oxy)phenoxy]acetate